N1=CC=C(C2=CC=CC=C12)CC=O quinoline-4-ethanone